NC1=CC=NC=2N1N=CC2N(CCO)CCO 2-[(7-aminopyrazolo[1,5-a]-pyrimidin-3-yl)-(2-hydroxyethyl)amino]ethanol